BrC=1N=C(N(N1)C1=NC=C(C=C1)C#N)C(C)NC(C1=CC(=CC(=C1)C(F)(F)F)C(C)(C)C#N)=O N-[1-[5-bromo-2-(5-cyano-2-pyridyl)-1,2,4-triazol-3-yl]ethyl]-3-(1-cyano-1-methyl-ethyl)-5-(trifluoromethyl)benzamide